2,4-bis(di-cyclohexylphosphino)pentane C1(CCCCC1)P(C(C)CC(C)P(C1CCCCC1)C1CCCCC1)C1CCCCC1